FC=1C=C(C=CC1F)N1N=C(C=C1CC1=NN(C=C1)C)C(F)(F)F 1-(3,4-difluorophenyl)-5-[(1-methylpyrazol-3-yl)methyl]-3-(trifluoromethyl)pyrazole